BrC=1C=NC=2N(C1)C(=CN2)CC 6-Bromo-3-ethylimidazo[1,2-a]pyrimidine